1,3-diaminopropylcyclohexane NC(CCN)C1CCCCC1